N-[(3S)-1-(4,4-difluorocyclohexyl)-3-methyl-4-piperidyl]-6-[3-[5-fluoro-2-methoxy-4-(methylcarbamoyl)anilino]prop-1-ynyl]-1-(2,2,2-trifluoroethyl)benzimidazole-4-carboxamide FC1(CCC(CC1)N1C[C@@H](C(CC1)NC(=O)C1=CC(=CC=2N(C=NC21)CC(F)(F)F)C#CCNC2=C(C=C(C(=C2)F)C(NC)=O)OC)C)F